C(C)C1=C(N[C@@H](C)C2CCC(CC2)NC(OC(C)(C)C)=O)C=C(C=C1F)C=1OC(NN1)=O tert-butyl [(1S,4r)-4-{(1S)-1-[2-ethyl-3-fluoro-5-(5-oxo-4,5-dihydro-1,3,4-oxadiazol-2-yl)anilino]ethyl}cyclohexyl]carbamate